C(C)(C)(C)[Si](C)(C)OCC(C#CCCC)CI tert-butyl-{[2-(iodomethyl)hept-3-yn-1-yl]oxy}dimethylsilane